2-ethylhexyl 3-((5-cyclopropyl-7-(3,3,4,4-tetrafluoropyrrolidin-1-yl)-5H-pyrrolo[3,2-d]pyrimidin-2-yl)thio)propionate C1(CC1)N1C=C(C=2N=C(N=CC21)SCCC(=O)OCC(CCCC)CC)N2CC(C(C2)(F)F)(F)F